C(#N)C1=NN2C(N=CC3=C2C(CC3C(=O)N)(C)C)=C1 2-cyano-8,8-dimethyl-7,8-dihydro-6H-cyclopenta[e]pyrazolo[1,5-a]pyrimidine-6-carboxamide